((3S,7aR)-3-(fluoromethyl)hexahydro-1H-pyrrolizin-7a-yl)methanol FC[C@@H]1CC[C@]2(CCCN12)CO